7,8-dimethylchromone CC1=CC=C2C(C=COC2=C1C)=O